2'-O-(tert-butyldimethylsilyl)-cytidine [Si](C)(C)(C(C)(C)C)O[C@H]1[C@@H](O[C@@H]([C@H]1O)CO)N1C(=O)N=C(N)C=C1